C(#N)C=1C=C(C=CC1)C=1N=C(SC1C1=C2C(=NC=C1)NC=C2)C2OCC21CN(C1)C(=O)N [4-(3-cyanophenyl)-5-(1H-pyrrolo[2,3-b]pyridin-4-yl)thiazol-2-yl]-2-oxa-6-azaspiro[3.3]heptane-6-carboxamide